OC1CC(NC(C1)(CC)CC)(CC)CC 4-hydroxy-2,2,6,6-tetraethylpiperidin